C(CCCCCCC\C=C/CCCCCCCC)OCCC(C1=CC=CC=C1)C=1N(C2=NC(=NC(=C2N1)N)N)CC(C)OCP(=O)(O)O Oleyloxyethyl-benzyl-9-(R)-[2-(phosphono-methoxy)propyl]2,6-diaminopurine